(2-(3,5-dimethylphenylamino)-5-methylpyrimidin-4-ylamino)-7-methylbenzo[d]oxazol-2(3H)-one CC=1C=C(C=C(C1)C)NC1=NC=C(C(=N1)NN1C(OC2=C1C=CC=C2C)=O)C